FC1=C2NC(C(=NC2=CC=C1CN1[C@@H](C2=NN(C=C2C1)C=1C=CC(=NC1)C(=O)NC)C)C)=O |r| (±)-5-(5-((5-fluoro-2-methyl-3-oxo-3,4-dihydroquinoxalin-6-yl)methyl)-6-methyl-5,6-Dihydropyrrolo[3,4-c]pyrazol-2(4H)-yl)-N-methylpyridine-2-carboxamide